[Cr].[Fe].[C] carbon iron-chromium